NC=1C=C(C(=C(C1)[C@@H](C)NC1=NC(=NC2=CC(=C(C=C12)NC)C(=O)N1CCOCC1)C)F)C(F)F (R)-(4-((1-(5-amino-3-(difluoromethyl)-2-fluorophenyl)ethyl)amino)-2-methyl-6-(methylamino)quinazolin-7-yl)(morpholino)methanone